FC1=C(C(=CC=2SC(=CC21)C(CCC(=O)O)=O)OC)OCOCC[Si](C)(C)C 4-(4-fluoro-6-methoxy-5-((2-(trimethylsilyl)ethoxy)methoxy)benzo[b]thiophen-2-yl)-4-oxobutanoic acid